3-(dimethylamino)-1-propyl-2-propen-1-one CN(C=CC(=O)CCC)C